6,6'-(phenylmethylene)bis(2,2,4-trimethyl-1,2-dihydroquinoline) C1(=CC=CC=C1)C(C=1C=C2C(=CC(NC2=CC1)(C)C)C)C=1C=C2C(=CC(NC2=CC1)(C)C)C